(R)-1-(2-((1-(2,2-difluoroethyl)-1H-pyrazol-4-yl)sulfonyl)-2,6-dihydropyrrolo[3,4-c]pyrazol-5(4H)-yl)-2-(3-fluoropyridin-2-yl)-3-hydroxypropan-1-one FC(CN1N=CC(=C1)S(=O)(=O)N1N=C2C(=C1)CN(C2)C([C@@H](CO)C2=NC=CC=C2F)=O)F